O=C1CC=2C(=NC=C(C2)C(=O)[O-])N1 2-oxo-2,3-dihydro-1H-pyrrolo[2,3-b]pyridine-5-carboxylate